C(=C)[Si](OC(C(O)(C1=CC=CC=C1)C1=CC=CC=C1)=O)(OC(C(O)(C1=CC=CC=C1)C1=CC=CC=C1)=O)OC(C(O)(C1=CC=CC=C1)C1=CC=CC=C1)=O vinyltribenziloxysilane